(2S,4R)-1-[(2S)-2-(4-cyclopropyltriazol-1-yl)-3,3-dimethyl-butanoyl]-N-[1-(4,5-dimethylthiazol-2-yl)-1-methyl-ethyl]-4-hydroxy-pyrrolidine-2-carboxamide C1(CC1)C=1N=NN(C1)[C@H](C(=O)N1[C@@H](C[C@H](C1)O)C(=O)NC(C)(C)C=1SC(=C(N1)C)C)C(C)(C)C